C/C(/C(C)=O)=C\C (E)-3-methylpent-3-en-2-one